[F-].OC(C[NH3+])C (2-hydroxypropyl)ammonium fluoride